4-(4,4,5,5-tetramethyl-1,3,2-dioxaborolan-2-yl)-3,6-dihydro-2H-thiopyran-1,1-dioxide CC1(OB(OC1(C)C)C=1CCS(CC1)(=O)=O)C